FC(O[C@@H]1[C@H]2[C@@H](N([C@@H](C1)C2)C(=O)OC(C)(C)C)C(=O)OC)F 2-(tert-Butyl) 3-methyl (1R,3R,4R,5S)-5-(difluoromethoxy)-2-azabicyclo[2.2.1]heptane-2,3-dicarboxylate